[C@H]12CN(C[C@H](CC1)N2)C2=C(N=NC(=C2)C2=C(C=CC=C2)OCOC)N 4-((1R,5S)-3,8-diazabicyclo[3.2.1]octan-3-yl)-6-(2-(methoxymethoxy)phenyl)pyridazin-3-amine